(4-(trifluoromethyl)phenoxy)pyrrolidine FC(C1=CC=C(ON2CCCC2)C=C1)(F)F